ClC1=C(C=C(C(=C1)F)C1=C(C(=C(C(=C1F)F)F)F)F)C(=O)NS(N(C)C(C)C)(=O)=O 4-chloro-2',3',4',5',6,6'-hexafluoro-N-[isopropyl(methyl)sulfamoyl]-[1,1'-biphenyl]-3-carboxamide